ClC1=CC=C2C(=N1)N(C(=N2)CC2=CC=C(C=C2)C(F)(F)F)C(C)C 5-chloro-3-isopropyl-2-(4-(trifluoromethyl)benzyl)-3H-imidazo[4,5-b]Pyridine